FC(C(=O)O)(F)F.C1N(CC12CNC2)C2=CC=C(C=C2)C2=CC(=C1CN(C(C1=C2)=O)C(C(=O)NC=2SC=CN2)C2=C1N(C=N2)CCC1)F 2-(6-(4-(2,6-diazaspiro[3.3]hept-2-yl)phenyl)-4-fluoro-1-oxoisoindolin-2-yl)-2-(6,7-dihydro-5H-pyrrolo[1,2-c]imidazol-1-yl)-N-(thiazol-2-yl)acetamide trifluoroacetate